NC(CNC(=O)C1=NC(=CN=C1)C=1NC2=CC=CC=C2C1)(C)C N-(2-amino-2-methylpropyl)-6-(1H-indol-2-yl)pyrazine-2-carboxamide